COC(=O)N1CCN(CC1)C1=CC=C(C=C1)[N+](=O)[O-] 4-(4-Nitrophenyl)piperazine-1-carboxylic acid methyl ester